C1=CC=CC=2C3=CC=CC=C3C(C12)COC(=O)N[C@H](C(=O)O)CC1=CC=C(C=C1)OCCNC(=O)OC(C)(C)C (S)-2-((((9H-fluoren-9-yl)methoxy)carbonyl)amino)-3-(4-(2-((tert-butoxycarbonyl)amino)ethoxy)phenyl)propanoic acid